O=C1N(CCC(N1)=O)C1=C(C=C(C(=O)N2CCN(CC2)C(=O)OC(C)(C)C)C=C1)OC tert-butyl 4-(4-(2,4-dioxotetrahydropyrimidin-1(2H)-yl)-3-methoxybenzoyl)piperazine-1-carboxylate